C(C)C=1N=C2N(C=C(C=C2)C=2CCN(CC2)S(=O)(=O)C)C1N(C)C1=NC=CC(=N1)C1=CC=C(C=C1)F 2-ethyl-N-(4-(4-fluorophenyl)pyrimidin-2-yl)-N-methyl-6-(1-(methylsulfonyl)-1,2,3,6-tetrahydropyridin-4-yl)imidazo[1,2-a]pyridin-3-amine